FC([C@H]1[C@H](C1)C(=O)NC=1N=CC2=C(N=CC(=C2C1)C=1OC2=C(N1)C=C(C=C2)OC)NC)F (1S,2R)-2-(difluoromethyl)-N-(5-(5-methoxybenzo[d]oxazol-2-yl)-8-(methylamino)-2,7-naphthyridin-3-yl)cyclopropane-1-carboxamide